ClC=1C=C(NC2(CCC3([C@@H](CC4=CC=C(C=C34)[C@@H](C)O)C[C@H](COC3=C4C(=NC=C3)C=CS4)C)CC2)C(=O)O)C=CC1 (1r,2'R,4R)-4-(3-chloroanilino)-6'-(1-hydroxyethyl)-2'-{(2R)-2-methyl-3-[(thieno[3,2-b]pyridin-7-yl)oxy]propyl}-2',3'-dihydrospiro[cyclohexane-1,1'-indene]-4-carboxylic acid